C(#N)\C(=C/C1=C(N(C(=C1)C)C=1SC(=CC1C#N)C1CC1)C)\C1=NC2=C(C=NC(=C2)OC)N1 (E)-2-(3-(2-cyano-2-(6-methoxy-3H-imidazo[4,5-c]pyridin-2-yl)vinyl)-2,5-dimethyl-1H-pyrrol-1-yl)-5-cyclopropylthiophene-3-carbonitrile